5-methyl-1H-indole-2-carboxylic acid CC=1C=C2C=C(NC2=CC1)C(=O)O